C(C)(C)(C)OC(=O)N[C@H]1[C@H](OCC1)C(=O)O |r| rac-(2S,3R)-3-(tert-butoxycarbonylamino)tetrahydrofuran-2-carboxylic acid